[Zn+2].C(C)C(C(=O)[O-])CC.C(C)C(C(=O)[O-])CC 2-ethyl-butanoic acid zinc salt